4-[2-(2-methoxyethoxy)ethanesulfonyl]aniline tert-Butyl-N-({rac-(1R,3R,4S)-4-[tert-butyl(dimethyl)silyl]oxy-3-methylcyclohexyl}-carbamothioyl)carbamate C(C)(C)(C)OC(NC(N[C@H]1C[C@H]([C@H](CC1)O[Si](C)(C)C(C)(C)C)C)=S)=O.COCCOCCS(=O)(=O)C1=CC=C(N)C=C1 |r|